1-heptenylmethyldiethoxysilane C(=CCCCCC)C[SiH](OCC)OCC